OC(CNC(CCN1CC2=CC(=CC(=C2CC1)C)C=1N=C2C(=NC1)NC=C2C2=CC(=C(C(=O)N(C)C)C=C2)C)=O)(C)C 4-(2-(2-(3-(2-hydroxy-2-methylpropylamino)-3-oxopropyl)-5-methyl-1,2,3,4-tetrahydroisoquinolin-7-yl)-5H-pyrrolo[2,3-b]pyrazin-7-yl)-N,N,2-trimethylbenzamide